ClC=1C(=CC(=C(C1)C1=C(C=C2C(=NC(N3C2=C1SC[C@H](C3)OC3=NC=CC=N3)=O)N3C[C@@H](N[C@@H](C3)C)C)C(F)(F)F)F)F (3S)-11-(5-chloro-2,4-difluorophenyl)-8-((3S,5R)-3,5-dimethylpiperazin-1-yl)-3-(pyrimidin-2-yloxy)-10-(trifluoromethyl)-3,4-dihydro-2H,6H-[1,4]thiazepino[2,3,4-ij]quinazolin-6-one